2-chloro-5,6-diphenylpyrazine ClC1=NC(=C(N=C1)C1=CC=CC=C1)C1=CC=CC=C1